1-methyl-3-ethylimidazole hydrogen fluoride F.CN1CN(C=C1)CC